2,3,5,6-tetramethyl-4-acetoxybenzoic acid CC1=C(C(=O)O)C(=C(C(=C1C)OC(C)=O)C)C